C(C)(=O)OC=1C=C(C=CC(=O)O)C=CC1OC(C)=O 3,4-diacetoxycinnamic acid